1-(3,5-Dichlorophenyl)-4-(dimethylamino)-3-methyl-1H-pyrazolo[3,4-b]pyridine-5-carboxylic acid ClC=1C=C(C=C(C1)Cl)N1N=C(C=2C1=NC=C(C2N(C)C)C(=O)O)C